3-O-(R-3-hydroxydecanoyl)-N-acetylglucosamine O[C@@H](CC(=O)O[C@@H]1[C@H](C(O)O[C@@H]([C@H]1O)CO)NC(C)=O)CCCCCCC